CS(=N)(=O)C1=CC=CC=C1 (R)-S-methyl-S-phenylsulfoximine